7-oxo-6-(sulfooxy)-1,6-diazabicyclo[3.2.1]octane-2-carboxamide O=C1N(C2CCC(N1C2)C(=O)N)OS(=O)(=O)O